OC=1C=C(C=CC1OC)C=1C2=C(NC(N1)=O)N(C(N(C2=O)C)=O)C 5-(3-Hydroxy-4-methoxyphenyl)-1,3-dimethylpyrimido[4,5-d]pyrimidine-2,4,7(1H,3H,8H)-trione